tert-butyl (4S)-4-(4-{3-[2,6-bis(benzyloxy)pyridin-3-yl]-1-methylindazol-6-yl}piperazin-1-yl)-3,3-difluoropiperidine-1-carboxylate C(C1=CC=CC=C1)OC1=NC(=CC=C1C1=NN(C2=CC(=CC=C12)N1CCN(CC1)[C@@H]1C(CN(CC1)C(=O)OC(C)(C)C)(F)F)C)OCC1=CC=CC=C1